N1(CCOCC1)C1=CC(=NC=N1)N1N=CC(=C1[O-])N1N=NC=C1.[K+] potassium 1-[6-(morpholin-4-yl)pyrimidin-4-yl]-4-(1H-1,2,3-triazol-1-yl)-1H-pyrazol-5-olate